ClC=1C=C2C=C(NC2=CC1)C(=O)N[C@H](C(=O)OC)CC1=CC2=CC=CC=C2C=C1 Methyl (S)-2-(5-chloro-1H-indole-2-carboxamido)-3-(naphthalen-2-yl)propanoate